2-chloro-5-(3,5-dimethyl-2,6-dioxo-4-thioxo-1,3,5-triazin-1-yl)-4-fluorobenzoic acid ClC1=C(C(=O)O)C=C(C(=C1)F)N1C(N(C(N(C1=O)C)=S)C)=O